2-HYDROXYL-1-NAPHTHALENEBORONIC ACID OC1=C(C2=CC=CC=C2C=C1)B(O)O